COC=1C=C(\C=C\2/CC(C\C(\C2=O)=C/C2=CC(=C(C=C2)OC)OC)NC(=S)NC=2C=NC=CC2)C=CC1OC 1-(3,5-Bis((E)-3,4-dimethoxybenzylidene)-4-oxocyclohexyl)-3-(pyridin-3-yl)thiourea